Hexyldimethoxysilane C(CCCCC)[SiH](OC)OC